(R)-thiophene-2-sulfinic acid propyl ester C(CC)O[S@@](=O)C=1SC=CC1